8-((6-chloropyridin-3-yl)methyl)-3-ethylpyrido[2,3-d]pyrimidine-2,4(3H,8H)-dione ClC1=CC=C(C=N1)CN1C=CC=C2C1=NC(N(C2=O)CC)=O